S(=O)(=O)(N1C=NC=C1)N1C=NC=C1 1,1'-Sulfonyldiimidazole